[18-chloro-32-methyl-20-oxo-14-oxa-8,9,10,21-tetrazahexacyclo[19.5.3.216,19.13,7.06,10.024,28]dotriaconta-1(26),3(32),4,6,8,16,18,24,27,30-decaen-2-yl]acetic acid ClC=1C=C2COCCCN3N=NC4=C3C=CC(C(C3=CC=C5CCN(C(C1C=C2)=O)CC5=C3)CC(=O)O)=C4C